C(CC(C)C)(=O)O.C(CC(C)C)(=O)O.O=C1C(O)=C(O)[C@H](O1)[C@@H](O)CO ascorbic acid diisovalerate